C(C)(=O)[O-].C(CCCCCCC\C=C/CCCCCCCC)[NH+](CC)C oleyl-methylethyl-ammonium acetate